8-((3-formyl-4-hydroxyphenyl)diazenyl)naphthalene-1,3-disulfonic acid C(=O)C=1C=C(C=CC1O)N=NC=1C=CC=C2C=C(C=C(C12)S(=O)(=O)O)S(=O)(=O)O